CS(=O)(=O)C1CCN(CC1)C(C=CC=1C=NN2C1NC(C(=C2)C(=O)N)=O)=O 3-(4-(methylsulfonyl)piperidin-1-yl-3-oxoprop-1-en-1-yl)-5-oxo-4,5-dihydropyrazolo[1,5-a]pyrimidine-6-carboxamide